2-chloro-4-[[(3R)-1-[(3R)-7-(ethylamino)-5-fluoro-3-methyl-2-OXO-indolin-3-yl]-3-piperidyl]oxy]benzoic acid ClC1=C(C(=O)O)C=CC(=C1)O[C@H]1CN(CCC1)[C@]1(C(NC2=C(C=C(C=C12)F)NCC)=O)C